((1r,4r)-4-methoxycyclohexyl)-2-nitroaniline COC1CCC(CC1)NC1=C(C=CC=C1)[N+](=O)[O-]